FC1=C(C=CC(=C1)C(F)(F)F)C1=NN2C(CNCC2)=C1C1=C2C(=NC=C1)NC=C2C 2-(2-fluoro-4-(trifluoromethyl)phenyl)-3-(3-methyl-1H-pyrrolo[2,3-b]pyridin-4-yl)-4,5,6,7-tetrahydropyrazolo[1,5-a]pyrazine